NC=1N=C(C=C2C=C(N=CC12)NC(=O)[C@H]1[C@H](C1)F)C=1C=NC(=CC1C)C=1C(NC=CC1)=O |r| (+-)-cis-N-(8-amino-6-(4-methyl-6-(2-oxo-1,2-dihydropyridin-3-yl)pyridin-3-yl)-2,7-naphthyridin-3-yl)-2-fluorocyclopropanecarboxamide